ClC=1C=C(C=C(C1)NS(=O)(=O)C)NC(=O)C=1SC(=C(C1)C1=NC=C(C=C1OC)N1CC(C1)(F)F)C N-(3-chloro-5-(methylsulfonamido)phenyl)-4-(5-(3,3-difluoroazetidin-1-yl)-3-methoxypyridin-2-yl)-5-methylthiophene-2-carboxamide